N-(1-(2-(4-Chlorobenzyl)-2,8-diazaspiro[4.5]decane-8-carbonyl)-1H-pyrazol-3-yl)methanesulfonamide ClC1=CC=C(CN2CC3(CC2)CCN(CC3)C(=O)N3N=C(C=C3)NS(=O)(=O)C)C=C1